CN1N=CC(=C1)S(=O)(=O)N1CCC(CC1)NC1=NC=C(C=N1)C#N 2-((1-((1-methyl-1H-pyrazol-4-yl)sulfonyl)piperidine-4-yl)amino)pyrimidine-5-carbonitrile